(+/-)-trans-3-((2-chloro-6-(1-methyl-1H-pyrazol-4-yl)pyrimidin-4-yl)amino)bicyclo[2.2.2]Octane-2-carboxylic acid methyl ester COC(=O)C1C2CCC(C1NC1=NC(=NC(=C1)C=1C=NN(C1)C)Cl)CC2